ClC=1N=NC(=CC1N1CC(C1)(C)C)Cl 3,6-dichloro-4-(3,3-dimethylazetidin-1-yl)pyridazine